tert-butyl (4-(4-((2-(2,6-dioxopiperidin-3-yl)-1,3-dioxoisoindolin-4-yl)amino)piperidin-1-yl)butyl)carbamate O=C1NC(CCC1N1C(C2=CC=CC(=C2C1=O)NC1CCN(CC1)CCCCNC(OC(C)(C)C)=O)=O)=O